ClC=1C(=C(C2=CC=CC=C2C1)B(O)O)SC (3-chloro-2-(methylthio)naphthalen-1-yl)boronic acid